C(C)(C)(C)C1=C(C(=CC(=C1)C(C)(C)C)N1N=C2C(=N1)C=CC(=C2)Cl)O 2,4-di-t-butyl-6-(5-chlorobenzotriazol-2-yl)phenol